FC=1C=C(C=NC1)[C@@H]1N(OCC1)C1=CC(=NC=N1)NC1=C(C=C(C=C1)N1CCC(CC1)N1CCN(CC1)C)OC (R)-6-(3-(5-fluoropyridin-3-yl)isoxazolidin-2-yl)-N-(2-methoxy-4-(4-(4-methylpiperazine-1-yl)piperidin-1-yl)phenyl)pyrimidin-4-amine